COC(C1=CC(=CC(=C1)C(C(F)(F)F)(F)F)Cl)=O 3-chloro-5-(pentafluoroethyl)benzoic acid methyl ester